N-(4-(3-aminophenoxy)-3-(4-methoxy-1-methyl-6-oxo-1,6-dihydropyridin-3-yl)phenyl)ethanesulfonamide hydrochloride Cl.NC=1C=C(OC2=C(C=C(C=C2)NS(=O)(=O)CC)C2=CN(C(C=C2OC)=O)C)C=CC1